6-bicyclo[2.2.1]heptanylmethyl-2-methylpropan-2-enoate C12CCC(CC1COC(C(=C)C)=O)C2